6-((2-((3S,4R)-3-fluoro-4-hydroxy-3-methylpiperidin-1-yl)pyrimidin-4-yl)amino)-N-((3S,4R)-4-fluoropyrrolidin-3-yl)-4-isopropyl-2,7-naphthyridine-1-carboxamide trifluoroacetate FC(C(=O)O)(F)F.F[C@]1(CN(CC[C@H]1O)C1=NC=CC(=N1)NC=1C=C2C(=CN=C(C2=CN1)C(=O)N[C@H]1CNC[C@H]1F)C(C)C)C